C(C)(C)(C)OC(=O)N1C[C@H]([C@@H](C1)OCC1=CC=C(C=C1)C(F)(F)F)N1N=CC(=C1)C(=O)O 1-(trans-1-(tert-butoxycarbonyl)-4-(4-(trifluoromethyl)benzyloxy)pyrrolidin-3-yl)-1H-pyrazole-4-carboxylic acid